COC1=C(C(=CC(=C1)C)OC)S(=O)(=O)N 2,6-Dimethoxy-4-methylbenzenesulfonamide